1-(4-Chlorophenoxy)-1-(imidazol-1-yl)-3,3-dimethyl-2-butanon ClC1=CC=C(OC(C(C(C)(C)C)=O)N2C=NC=C2)C=C1